(2S,3R)-3-azido-N-(3-chlorophenyl)-1-[3-cyano-6-methyl-4-(trifluoromethyl)-2-pyridyl]-N-methyl-pyrrolidine-2-carboxamide N(=[N+]=[N-])[C@H]1[C@H](N(CC1)C1=NC(=CC(=C1C#N)C(F)(F)F)C)C(=O)N(C)C1=CC(=CC=C1)Cl